OC(=O)[O-] HYDROXYCARBOXYLATE